6-bromo-4,4-dimethyl-2,3-dihydro-1H-isoquinoline hydrochloride Cl.BrC=1C=C2C(CNCC2=CC1)(C)C